2-(4-Cyclopropyl-6-methoxypyrimidin-5-yl)-8-(4-(1-isopropyl-4-(trifluoromethyl)-1H-imidazol-2-yl)benzyl)pyrido[2,3-d]pyrimidin-7(8H)-one C1(CC1)C1=NC=NC(=C1C=1N=CC2=C(N1)N(C(C=C2)=O)CC2=CC=C(C=C2)C=2N(C=C(N2)C(F)(F)F)C(C)C)OC